2-phenylimidazo[1,2-b]pyridazine-8-carboxylic acid N-(4-ethoxypyrimidin-5-yl)-amide C(C)OC1=NC=NC=C1NC(=O)C=1C=2N(N=CC1)C=C(N2)C2=CC=CC=C2